FC(C(=O)O)(F)F.N1CC(C1)C(=O)O azetidine-3-carboxylic acid trifluoroacetate salt